2-(5-methyl-1,4-diazepan-1-yl)-N-(4-(pyridin-4-yl)phenyl)quinazolin-4-amine CC1NCCN(CC1)C1=NC2=CC=CC=C2C(=N1)NC1=CC=C(C=C1)C1=CC=NC=C1